FC1=CC=C(CN2B(NC3=C4C2=CC=CC4=CC=C3)C=3C(=C4CC(CC4=C(C3C)C)(C(=O)OC)C(=O)OC)C)C=C1 (S)-dimethyl 5-(1-(4-fluorobenzyl)-1H-naphtho[1,8-de][1,3,2]diazaborinin-2(3H)-yl)-4,6,7-trimethyl-1,3-dihydro-2H-indene-2,2-dicarboxylate